CS(=O)(=O)OCC1=CC(=NC=C1N1C(NC(CC1)=O)=O)F (5-(2,4-dioxotetrahydropyrimidin-1(2H)-yl)-2-fluoropyridin-4-yl)methyl methanesulfonate